BrC1=CC=C(C(=O)C=2C(=CC(N(N2)C2=C(C=CC=C2C2CC2)F)=O)O)C=C1 6-(4-bromobenzoyl)-2-(2-fluoro-6-cyclopropylphenyl)-5-hydroxypyridazine-3(2H)-one